O(C#N)C1=CC=C(C=C1)C(C)(C)C1=CC=C(C=C1)OC#N 2,2-bis(4-cyanatophenyl)-propane